O=C1[C@@H](N2CCC1CC2)COP(=O)(OC2=CC=CC=C2)N[C@@H](C)C(=O)OCC2=CC=CC=C2 benzyl ((((S)-3-oxoquinuclidin-2-yl)methoxy)(phenoxy)phosphoryl)-L-alaninate